tris(3,4-epoxycyclohexyl)ethyltrimethoxysilane C1(CC2C(CC1)O2)C(C[Si](OC)(OC)OC)(C2CC1C(CC2)O1)C1CC2C(CC1)O2